C[C@@H](C(C(=O)OCC)=O)CC |r| (±)-ethyl 3-methyl-2-oxopentanoate